C(C1=CC=CC=C1)OC1=C(C(=NC(=C1)Cl)C)C(=NO)N 4-benzyloxy-6-chloro-N'-hydroxy-2-methyl-pyridine-3-carboxamidine